O=C1NC=C(C2=C1C=CO2)C(=O)N 4-oxo-4,5-dihydrofuro[3,2-c]pyridine-7-carboxamide